NC12CC(C(CC1)(CC2)C(=O)NCC2=CC=C(C=C2)C(F)(F)F)=O 4-amino-2-oxo-N-(4-(trifluoromethyl)benzyl)bicyclo[2.2.2]octane-1-carboxamide